O=C1C=2N(CC3C(=C1)CC(CC3)C(=O)N)CC=CC2 12-oxo-6,6a,7,8,9,10-hexahydro-5H-pyrido[1,2-b][2]Benzoazepine-9-carboxamide